2-{5-[2-(benzyloxy)ethoxy]-2-fluorophenyl}-1H-pyrrolo[2,3-c]pyridine C(C1=CC=CC=C1)OCCOC=1C=CC(=C(C1)C1=CC=2C(=CN=CC2)N1)F